[Si](C1=CC=CC=C1)(C1=CC=CC=C1)(C(C)(C)C)OC1CC(C1)CN1C(CC(C1)C1=C(C(=CC=C1OCOCC[Si](C)(C)C)Cl)Cl)=S 1-(((1r,3r)-3-((tert-butyldiphenylsilyl)oxy)cyclobutyl)methyl)-4-(2,3-dichloro-6-((2-(trimethylsilyl)ethoxy)methoxy)phenyl)pyrrolidine-2-thione